12-(triethoxysilyl)dodecanoic acid C(C)O[Si](CCCCCCCCCCCC(=O)O)(OCC)OCC